BrC=1C=C(C=C(C1)C=NC1=C(C=C(C=C1)Cl)Cl)OC(C1=CN=CC=C1)=O.S(N)(=O)(=O)NCC1(CC1)N1CCNCC1 4-(1-((sulfamoylamino)methyl)cyclopropyl)piperazine 3-bromo-5-((2,4-dichlorophenylimino)-methyl)phenyl-nicotinate